C(C1=CC=CC=C1)N1CC=2N=C(N=C(C2CC1)N1CC(N(CC1)C(=O)OC(C)(C)C)C(=O)OC)OCCN(C)C 1-tert-butyl 2-methyl 4-[7-benzyl-2-[2-(dimethylamino) ethoxy]-6,8-dihydro-5H-pyrido[3,4-d]pyrimidin-4-yl]piperazine-1,2-dicarboxylate